6-methoxy-1-methyl-2-(2-methylpropan-1-en-1-yl)-1H-indole COC1=CC=C2C=C(N(C2=C1)C)C=C(C)C